ClC=1C=C2C(=NN1)NC[C@@]1(N2C[C@@H](C1)OC1=NC=C(C#N)C(=C1F)C)CF 6-(((6aR,8R)-2-chloro-6a-(fluoromethyl)-5,6,6a,7,8,9-hexahydropyrrolo[1',2':4,5]pyrazino[2,3-c]pyridazin-8-yl)oxy)-5-fluoro-4-methylnicotinonitrile